C(CCCC)[SiH](Cl)C n-pentylmethylchlorosilane